(3-(2-Amino-3,5-dicyano-6-(piperidin-1-yl)pyridin-4-yl)phenyl)boronic acid pinacol ester NC1=NC(=C(C(=C1C#N)C=1C=C(C=CC1)B1OC(C)(C)C(C)(C)O1)C#N)N1CCCCC1